3-[2-chloro-5-(5-chloro-3-pyridinyl)-4-fluoro-phenyl]-5-methyl-4H-isoxazole-5-carboxylic acid ethyl ester C(C)OC(=O)C1(CC(=NO1)C1=C(C=C(C(=C1)C=1C=NC=C(C1)Cl)F)Cl)C